FC1=C(N)C=C(C=C1)OC=1C(=C2C=CNC2=CC1F)C=C 2-fluoro-5-[(6-fluoro-4-vinyl-1H-indol-5-yl)oxy]aniline